COC=1C(=CC=2C3=C(C=NC2C1)N(C(N3C3=NC=C(C#N)C=C3)=O)C)C=3C=NN(C3)C 6-[7-Methoxy-3-methyl-8-(1-methyl-1H-pyrazol-4-yl)-2-oxo-2,3-dihydroimidazo-[4,5-c]quinolin-1-yl]nicotinonitrile